benzyl (2R)-2-aminopropanoate 4-methylbenzene-1-sulfonic acid salt CC1=CC=C(C=C1)S(=O)(=O)O.N[C@@H](C(=O)OCC1=CC=CC=C1)C